O=C1NC(CC[C@@H]1N1C(C2=CC=CC(=C2C1=O)NCC(=O)N1CCC(CC1)CN1CCC(CC1)NC1=C2N=CN(C2=NC=N1)C1CC(C1)NC(C1=NC(=CC=C1)C)=O)=O)=O N-((1s,3s)-3-(6-((1-((1-((2-(2,6-dioxopiperidin-3-yl)-1,3-dioxoisoindolin-4-yl)glycyl)piperidin-4-yl)methyl)piperidin-4-yl)amino)-9H-purin-9-yl)cyclobutyl)-6-methylpicolinamide